COC=1C=CC=2N(C3=CC=C(C=C3C2C1)OC)CCCCP(O)(O)=O 4-(3,6-dimethoxy-9H-carbazole-9-yl)butyl-phosphonic acid